C1(CC2C(CC1)O2)CC[Si](OCC)(C)C β-(3,4-epoxycyclohexyl)ethyl-dimethylethoxysilane